NC1(CC1)C[O-] (1-aminocyclopropyl)methanolate